2-chloro-N-(3-chloro-4-fluorophenyl)-3-(2-((3,3-difluoro-1-(hydroxymethyl)cyclobutyl)amino)-2-oxoacetyl)-5,6,7,8-tetrahydroindolizine-1-carboxamide ClC=1C(=C2CCCCN2C1C(C(=O)NC1(CC(C1)(F)F)CO)=O)C(=O)NC1=CC(=C(C=C1)F)Cl